6-(trifluoromethyl)-9H-pyrimido[4,5-b]Indol-4-amine FC(C=1C=C2C3=C(NC2=CC1)N=CN=C3N)(F)F